1-(4-(3-Amino-1H-indazol-5-yl)pyridin-2-yl)-3-(4-(tert-butyl)phenyl)urea Ethyl-(4-(3-amino-1H-indazol-5-yl)pyridin-2-yl)carbamate C(C)N(C(O)=O)C1=NC=CC(=C1)C=1C=C2C(=NNC2=CC1)N.NC1=NNC2=CC=C(C=C12)C1=CC(=NC=C1)NC(=O)NC1=CC=C(C=C1)C(C)(C)C